NC1=NN2C(N=CC=C2)=C1C(=O)N[C@H](C)C=1N(C(C2=C(C=NC=C2C1)C#CC=1C=NN(C1)C)=O)C1=CC=CC=C1 (R)-2-amino-N-(1-(8-((1-methyl-1H-pyrazol-4-yl)ethynyl)-1-oxo-2-phenyl-1,2-dihydro-2,6-naphthyridin-3-yl)ethyl)pyrazolo[1,5-a]pyrimidine-3-carboxamide